1-N-[3-(difluoromethyl)-1-[4-(hydroxymethyl)cyclohexyl]pyrazol-4-yl]-6-(trifluoromethyl)pyridine-2-carboxamide FC(C1=NN(C=C1N1C(C=CC=C1C(F)(F)F)C(=O)N)C1CCC(CC1)CO)F